tert-butyl (2-((5-chloropyrazolo[1,5-a]pyrimidin-7-yl)amino)-6-(2-((tetrahydro-2H-pyran-2-yl)oxy)ethoxy)pyridin-4-yl)carbamate ClC1=NC=2N(C(=C1)NC1=NC(=CC(=C1)NC(OC(C)(C)C)=O)OCCOC1OCCCC1)N=CC2